5-(2-ethylhexylthio)pyridin-2,3-dicarboxylic acid C(C)C(CSC=1C=C(C(=NC1)C(=O)O)C(=O)O)CCCC